ClC1=CC=CC=C1CSC1=CNN=N1 (3aR,4S,6R,6aS)-6-chloro-5-benzylthio-3H-[1,2,3]triazole